1-(4-Nitrophenyl)-4-(oxetan-3-yl)piperazin-2-one [N+](=O)([O-])C1=CC=C(C=C1)N1C(CN(CC1)C1COC1)=O